(difluoromethyl)-N-methylpyrimidine FC(F)C1N(C=CC=N1)C